manganese (II) ethylenediamine tetraacetate sodium salt hydrate O.[Na+].C(C)(=O)ON(CCN(OC(C)=O)OC(C)=O)OC(C)=O.[Mn+2]